3-bromo-4-fluoro-N-(2,2,2-trifluoroethyl)benzenesulfonamide BrC=1C=C(C=CC1F)S(=O)(=O)NCC(F)(F)F